CC=1C=NC=CC1C=1C=NC=2CCN=CC2C1 3-(3-methylpyridin-4-yl)-7,8-dihydro-1,6-naphthyridin